1-(phenylsulfonyl)-1H-indole-5-carbonitrile C1(=CC=CC=C1)S(=O)(=O)N1C=CC2=CC(=CC=C12)C#N